(2R)-1-methyl-4-[2-[[(E)-3-[4-(trifluoromethyl)phenyl]prop-2-enoyl]amino]acetyl]piperazine-2-carboxylic acid methyl ester COC(=O)[C@@H]1N(CCN(C1)C(CNC(\C=C\C1=CC=C(C=C1)C(F)(F)F)=O)=O)C